2-phenyl-3-(thienylseleno)benzofuran C1(=CC=CC=C1)C=1OC2=C(C1[Se]C=1SC=CC1)C=CC=C2